ethyl-iso-pentanone cyclopentyl-2-methylpyrazolidine-1-carboxylate C1(CCCC1)OC(=O)N1N(CCC1)C.C(C)CC(C(C)C)=O